diethylmethylaminoethylmethyl ether bistrifluoromethanesulfonimide salt [N-](S(=O)(=O)C(F)(F)F)S(=O)(=O)C(F)(F)F.C(C)C(CCNC)(CC)OC(CC)(CC)CCNC